ClC1=C(C(=CC=C1Cl)OC)C1CCNCC1 4-(2,3-dichloro-6-methoxyphenyl)piperidine